(4aR,8aS)-6-(3-((R)-1-(2-Fluoro-4-(trifluoromethyl)phenoxy)ethyl)azetidine-1-carbonyl)hexahydro-2H-pyrido[4,3-b][1,4]oxazin-3(4H)-one FC1=C(O[C@H](C)C2CN(C2)C(=O)N2C[C@@H]3[C@@H](OCC(N3)=O)CC2)C=CC(=C1)C(F)(F)F